2-[4-[[3-(2-thienyl)imidazo[1,2-b]pyridazin-6-yl]amino]cyclohexyl]propan-2-ol tert-butyl-3-(6-ethoxycarbonylpyridazin-4-yl)-3,8-diazabicyclo[3.2.1]octane-8-carboxylate C(C)(C)(C)C12CN(CC(CC1)N2C(=O)OC(C)(C)C2CCC(CC2)NC=2C=CC=1N(N2)C(=CN1)C=1SC=CC1)C1=CN=NC(=C1)C(=O)OCC